2,2,6,6-tetramethylpiperidin-1-yl-lithium chloride [Cl-].CC1(N(C(CCC1)(C)C)[Li])C